C1OCC12CN(CC2)CCOC=2C=C(C=1N(C2)N=CC1C#N)C1=NC=C(N=C1)N1CC2N(C(C1)C2)CC=2C=NC(=CC2)OC 6-(2-(2-oxa-6-azaspiro[3.4]oct-6-yl)ethoxy)-4-(5-(6-((6-methoxypyridine-3-yl)methyl)-3,6-diazabicyclo[3.1.1]heptan-3-yl)pyrazin-2-yl)pyrazolo[1,5-a]pyridine-3-Nitrile